di-tert-Butyl ((1S,2S)-2-(hydroxymethyl)cyclohexyl) phosphate P(=O)(OC(C)(C)C)(OC(C)(C)C)O[C@@H]1[C@@H](CCCC1)CO